6-methoxy-2-methylindazol-5-amine COC=1C(=CC2=CN(N=C2C1)C)N